FC=1C(=CC=2C3=C(NC(C2C1)=O)COC[C@H]3N(C(=O)C=3NC1=CC(=CC(=C1C3)CO)F)C)F (S)-N-(8,9-Difluoro-6-oxo-1,4,5,6-tetrahydro-2H-pyrano[3,4-c]isoquinolin-1-yl)-6-fluoro-4-(hydroxymethyl)-N-methyl-1H-indole-2-carboxamide